N-cyclopentyl-1,3-propanediamine C1(CCCC1)NCCCN